[3-[(dimethylamino)methyl]-4-hydroxy-1-[(thiophen-3-yl)methyl]piperidin-4-yl]benzamide CN(C)CC1CN(CCC1(O)C1=C(C(=O)N)C=CC=C1)CC1=CSC=C1